trimethylmethylammonium sulfate S(=O)(=O)([O-])[O-].C[N+](C)(C)C.C[N+](C)(C)C